ClC1=CC(=CC(=N1)C1=CC(=NC=C1)C(NC)=O)[C@H]1CN(CCN1C1COC1)C(=O)OC(C)(C)C (S)-tert-butyl 3-(6-chloro-2'-(methylcarbamoyl)-[2,4'-bipyridin]-4-yl)-4-(oxetan-3-yl)piperazine-1-carboxylate